C(CCC)C1N(S(C2=C(N(C1)C1=CC=CC=C1)C=C(C(=C2)O)C(F)(F)F)(=O)=O)C 3-butyl-8-hydroxy-2-methyl-5-phenyl-7-(trifluoromethyl)-2,3,4,5-tetrahydrobenzo[f][1,2,5]thiadiazepine 1,1-dioxide